FC1=C(C(=CC=C1)C(F)(F)F)NC(=O)C(C(=O)N)C(C)=O ((2-fluoro-6-trifluoromethylphenyl)carbamoyl)-3-oxobutanamide